O=C1N(CCC2=CC=NC=C12)CC=1OC2=C(C1)C=CC=C2C(=O)OC(C(F)(F)F)OCC 1-Ethoxy-2,2,2-trifluoroethyl 2-((1-oxo-3,4-dihydro-2,7-naphthyridin-2(1H)-yl)methyl)benzofuran-7-carboxylate